2-(4-cyclopropyl-6-methoxypyrimidin-5-yl)-7-methyl-8-(4-(1-methyl-4-(trifluoromethyl)-1H-imidazol-2-yl)benzyl)-7,8-dihydro-6H-pyrimido[5,4-b][1,4]oxazine C1(CC1)C1=NC=NC(=C1C=1N=CC=2OCC(N(C2N1)CC1=CC=C(C=C1)C=1N(C=C(N1)C(F)(F)F)C)C)OC